C1(CC1)C=1N=C(N=NC1C1=C(C=C(C=C1)C#C)O)NC1CN(CCC1)C 2-(5-cyclopropyl-3-((1-methylpiperidin-3-yl)amino)-1,2,4-triazin-6-yl)-5-ethynyl-phenol